NC1=NC(=CC(=N1)N1N=NC=C1)Cl 1-(2-amino-6-chloropyrimidin-4-yl)-1H-1,2,3-triazole